(R)-2-(tert-Butoxycarbonyl-(methyl)amino)-4-oxobutanoic acid benzyl ester C(C1=CC=CC=C1)OC([C@@H](CC=O)N(C)C(=O)OC(C)(C)C)=O